FC=1C=C(C(=NC1)C)N 5-fluoro-2-methyl-3-pyridinamine